2'-(4-methoxybenzyl)-4'-methyl-6'-((trimethylsilyl)ethynyl)spiro[cyclohexane-1,1'-isoindoline] COC1=CC=C(CN2C3(C4=CC(=CC(=C4C2)C)C#C[Si](C)(C)C)CCCCC3)C=C1